Methyl 3-(((2S,3R)-1-(3-(benzyloxy)phenyl)-3-hydroxy-4-((2-(3-methoxyphenyl)propan-2-yl)amino)butan-2-yl)carbamoyl)benzoate C(C1=CC=CC=C1)OC=1C=C(C=CC1)C[C@@H]([C@@H](CNC(C)(C)C1=CC(=CC=C1)OC)O)NC(=O)C=1C=C(C(=O)OC)C=CC1